C(#N)C1=CC=C(C=C1)[C@H](CN[C@@H]([C@@H]1CNC2=C(O1)N=CC(=C2)C=2C=NN(C2)CC(=O)N(C)C)C2=CC=CC=C2)C 2-(4-((S)-3-((R)-(((R)-2-(4-cyanophenyl)propyl)amino)(phenyl)methyl)-2,3-dihydro-1H-pyrido[2,3-b][1,4]oxazin-7-yl)-1H-pyrazol-1-yl)-N,N-dimethylacetamide